BrC1=CC=C2C(=C(C(=NC2=C1F)Cl)C#N)C=1CN(CCC1)C(=O)OC(C)(C)C tert-butyl 3-(7-bromo-2-chloro-3-cyano-8-fluoroquinolin-4-yl)-5,6-dihydropyridine-1(2H)-carboxylate